Silicon dioxide fluoride [F-].[Si+](=O)=O